Morpholine-2-carboxamide N1CC(OCC1)C(=O)N